CC=1N=CN(C1C)C1=NC(C(C2=CC=CC=C12)(F)F)(C)C 1-(4,5-dimethyl-imidazol-1-yl)-4,4-difluoro-3,3-dimethyl-isoquinoline